NC1=CC(=C(C=N1)C1CCN(CC1)C(=O)C1=NC=C(C(=C1)OC)OC1=CC=C(C=C1)F)C (6-Amino-4-methyl-3',4',5',6'-tetrahydro-2'H-[3,4']bipyridinyl-1'-yl)-[5-(4-fluoro-phenoxy)-4-methoxy-pyridin-2-yl]-methanone